p-nitrobenzoyl citrate C(CC(O)(C(=O)[O-])CC(=O)[O-])(=O)OC(C1=CC=C(C=C1)[N+](=O)[O-])=O